FC=1C(=C(C=CC1)O)C1=C2C(=C(N=N1)N[C@@H]1[C@@H](CCCC1)O)C=NC=C2 3-fluoro-2-(4-(((1s,2r)-2-hydroxycyclohexyl)amino)pyrido[3,4-d]pyridazin-1-yl)phenol